7-methyl-3-(2-{[(3S)-piperidin-3-yl]amino}-5-(trifluoromethyl)pyrimidin-4-yl)-1H,4H,5H,6H,7H,8H-pyrrolo[2,3-c]azepin-8-one CN1C(C2=C(CCC1)C(=CN2)C2=NC(=NC=C2C(F)(F)F)N[C@@H]2CNCCC2)=O